CC12OCC(C(CC1=O)O2)C2=CC=CC=C2 1-methyl-4-phenyl-2,8-dioxabicyclo[3.2.1]octan-7-one